4-(5-propyl-1,3-dioxan-2-yl)cyclohexanol C(CC)C1COC(OC1)C1CCC(CC1)O